N-(oxazol-5-ylmethyl)acrylamide O1C=NC=C1CNC(C=C)=O